2-(Pyridin-3-yl)-N-[(2S)-3,3,3-trifluoro-2-hydroxypropyl]-6-[4-(trifluoromethoxy)phenyl]pyrimidin N1=CC(=CC=C1)C1N(C(=CC=N1)C1=CC=C(C=C1)OC(F)(F)F)C[C@@H](C(F)(F)F)O